C(C)(C)(C)OC(=O)N1CCC(CC1)C1=CC=C(C=C1)[C@@H]1C(NC(CC1)=O)=O 4-{4-[(3R)-2,6-Dioxopiperidin-3-yl]phenyl}piperidine-1-carboxylic acid tert-butyl ester